bromooctene CCCCCCC=CBr